C(C)(=O)N[C@H]1C[C@@H](CCC1)C(=O)NC1=NC=C(C(=C1)C1=C2N(N=C1)CC(C2)(C)C)F (1r,3r)-3-acetamido-N-(4-(5,5-dimethyl-5,6-dihydro-4H-pyrrolo[1,2-b]pyrazol-3-yl)-5-fluoropyridin-2-yl)cyclohexane-1-carboxamide